C(#N)C=1C=C(OC=2C(=C3C=CN(C3=CC2F)[Si](C(C)C)(C(C)C)C(C)C)CC(CNC(OCC2=CC=CC=C2)=O)O)C=CC1F benzyl (3-(5-(3-cyano-4-fluorophenoxy)-6-fluoro-1-(triisopropylsilyl)-1H-indol-4-yl)-2-hydroxypropyl)carbamate